CN(C(OC1=NC2=CC(=CC=C2C=C1)OCCCCN1CCN(CC1)C1=CC=CC=2SC=CC21)=O)C 7-(4-(4-(benzo[b]thiophen-4-yl)piperazin-1-yl)butoxy)quinolin-2-yl dimethylcarbamate